5-(1-Methyl-1H-pyrazol-4-yl)-N-{1-methyl-3-(pyridine-2-yl)-1H-pyrazol-4-yl}furan-2-carboxamide, formate salt C(=O)O.CN1N=CC(=C1)C1=CC=C(O1)C(=O)NC=1C(=NN(C1)C)C1=NC=CC=C1